C(C)C(C(=O)OCC=1C=CC2=C(CON2O)C1)C(=O)NC1=CC=C(C=C1)S(=O)(=O)Cl (1-hydroxy-3H-2,1-benzoxazol-5-yl)methanol ethyl-3-((4-(chlorosulfonyl)phenyl)amino)-3-oxopropionate